C[Si](OCCOCC)(OCCOCC)OCCOCC methyl-tris-(2-ethoxyethoxy)silane